N-[[6-[(4,6-Dimethyl-2-pyridyl)amino]-2-pyridyl]sulfonyl]-2-(2,2,4-trimethylpyrrolidin-1-yl)pyridin-3-carboxamid CC1=CC(=NC(=C1)C)NC1=CC=CC(=N1)S(=O)(=O)NC(=O)C=1C(=NC=CC1)N1C(CC(C1)C)(C)C